S1N=C(C2=C1C=CC=C2)N2CCN(CC2)CCCN2C(N1C(CC2=O)CCC1)=O 2-[3-(4-benzo[d]isothiazol-3-yl-piperazin-1-yl)-propyl]-tetrahydro-pyrrolo[1,2-c]pyrimidine-1,3-dione